9,9-dimethyl-N-[3-(9-phenyl-9H-fluoren-9-yl)phenyl]-4-(4-phenylphenyl)-9H-fluoren-2-amine CC1(C2=CC=CC=C2C=2C(=CC(=CC12)NC1=CC(=CC=C1)C1(C2=CC=CC=C2C=2C=CC=CC12)C1=CC=CC=C1)C1=CC=C(C=C1)C1=CC=CC=C1)C